N-[3-[5-(2,4-dimethylpyrimidin-5-yl)-1H-pyrazolo[3,4-b]pyridine-3-carbonyl]-2,6-difluoro-phenyl]propane-1-sulfonamide CC1=NC=C(C(=N1)C)C=1C=C2C(=NC1)NN=C2C(=O)C=2C(=C(C(=CC2)F)NS(=O)(=O)CCC)F